P(=O)([O-])([O-])OCC(=O)[C@@H](O)[C@H](O)[C@H](O)COP(=O)(O)O.[Na+].[Na+] disodium fructose 1,6-diphosphate